3-(5-chloro-2-methoxyphenyl)-5-fluorobenzo[c]isoxazole ClC=1C=CC(=C(C1)C1=C2C(=NO1)C=CC(=C2)F)OC